C[C@@H]1CN(CCN1C1COC1)C=1SC2=C(N1)SC(=C2)C(=O)NC2=NC=C(C=C2)C 2-[(3R)-3-methyl-4-(oxetan-3-yl)piperazin-1-yl]-N-(5-methyl-2-pyridyl)thieno[2,3-d]thiazole-5-carboxamide